1-(6-chloro-4-methoxypyridin-3-yl)ethan-1-ol ClC1=CC(=C(C=N1)C(C)O)OC